N5-ethylnaphtho[1,2-d]oxazole-2,5-diamine C(C)NC1=CC2=C(N=C(O2)N)C2=CC=CC=C12